ClC1=C(C=C(C=C1)NC1=CC(=C(C=C1)N)C)F N4-(4-chloro-3-fluorophenyl)-2-methylbenzene-1,4-diamine